bromo-1-methyl-1H-pyrrole-2-carbonitrile BrC1=C(N(C=C1)C)C#N